1-(Tert-butyl)-5-fluoro-N-(2-fluoro-4-methyl-5-(1-morpholinopyrrolo[1,2-a]pyrazin-3-yl)phenyl)-1H-pyrazole-4-carboxamide C(C)(C)(C)N1N=CC(=C1F)C(=O)NC1=C(C=C(C(=C1)C=1N=C(C=2N(C1)C=CC2)N2CCOCC2)C)F